Hexyn-5-ol C#CCCC(C)O